C(C1=CC=CC=C1)OC1=CC(=C(C=C1)NC1=C(C(=O)O)C=CC=C1)C(C)(C)C 2-{[4-(benzyloxy)-2-tert-butylphenyl]amino}benzoic acid